FC1(CCN(CC1)CCCCCCC(=O)NC1=CC(=CC=C1)NC1C(NC(CC1)=O)=O)F 7-(4,4-difluoropiperidin-1-yl)-N-(3-((2,6-dioxopiperidin-3-yl)amino)phenyl)heptanamide